methyl 2-[(5-chloropyridin-2-yl) amino]-2-oxoacetate ClC=1C=CC(=NC1)NC(C(=O)OC)=O